(1R,3S)-N-(3-methoxy-4-methylphenyl)-3-(2-oxo-1,2-dihydroquinazolin-3(4H)-yl)cyclopentanecarboxamide tert-butyl-(1S,3R)-3-(3-methoxy-4-methylphenylcarbamoyl)cyclopentylcarbamate C(C)(C)(C)OC(N[C@@H]1C[C@@H](CC1)C(NC1=CC(=C(C=C1)C)OC)=O)=O.COC=1C=C(C=CC1C)NC(=O)[C@H]1C[C@H](CC1)N1C(NC2=CC=CC=C2C1)=O